C1(CCCCC1)CC1(C([C@@H](OC1=O)CC(=O)OCC1=CC=CC=C1)=C)CC Benzyl 2-((2S)-4-(cyclohexylmethyl)-4-ethyl-3-methylene-5-oxotetrahydrofuran-2-yl)acetate